N-(2-cyclopropyl-4-iodo-5-methylphenyl)-2-fluorobenzenecarbothioamide C1(CC1)C1=C(C=C(C(=C1)I)C)NC(=S)C1=C(C=CC=C1)F